(6-methyl-5-((tetrahydro-2H-pyran-2-yl)oxy)pyridin-2-ylmethyl)cyclobutan-1-amine CC1=C(C=CC(=N1)CC1(CCC1)N)OC1OCCCC1